ClC1=NC=C(C(=N1)C1=CC=C(CNC(OC(C)(C)C)=O)C=C1)Cl tert-Butyl (4-(2,5-dichloropyrimidin-4-yl)benzyl)carbamate